(R)-1-(1-acetylpiperidin-3-yl)-3-((5-chloro-1H-indol-2-yl)methyl)-1-methylurea C(C)(=O)N1C[C@@H](CCC1)N(C(=O)NCC=1NC2=CC=C(C=C2C1)Cl)C